methyl (R)-(1-(benzo[d][1,3]dioxol-5-yl)propan-2-yl)(methyl)carbamodithioate O1COC2=C1C=CC(=C2)C[C@@H](C)N(C(=S)SC)C